Cl.C(C)(C)OC=1C(=CC(=NC1)C(N)=N)C(F)(F)F 5-isopropoxy-4-(trifluoromethyl)picolinimidamide hydrochloride